C(C)C=1N=C(SC1)[C@H](CC1=CC=C(C=C1)NS(=O)(=O)O)NC(C(CC1=CC=CC=C1)C1=C(C=CC=C1)OC)=O (S)-4-{2-(4-ethylthiazol-2-yl)-2-[2-(2-methoxyphenyl)-3-phenylpropionylamino]-ethyl}phenylaminosulfonic acid